(5-Fluoropyridin-2-yl)boronic acid FC=1C=CC(=NC1)B(O)O